propyl(methyl)diethoxysilane C(CC)[Si](OCC)(OCC)C